NCCC(C)B(O)O (4-aminobutan-2-yl)boronic acid